COC1CCC(CC1)CNC1C(CCC1)OC=1C=C2CN(C(C2=CC1)=O)C1C(NC(CC1)=O)=O 3-(5-((2-((((1s,4s)-4-methoxycyclohexyl)methyl)amino)cyclopentyl)oxy)-1-oxoisoindolin-2-yl)piperidine-2,6-dione